methyl (R)-3-(2-(4-(trifluoromethyl)phenyl)acetamido)-1-(5-(trifluoromethyl)pyridin-3-yl)pyrrolidine-3-carboxylate FC(C1=CC=C(C=C1)CC(=O)N[C@]1(CN(CC1)C=1C=NC=C(C1)C(F)(F)F)C(=O)OC)(F)F